imidazo[1,2-a]pyridine-6-ylmethanol N=1C=CN2C1C=CC(=C2)CO